3-[(2-bromo-3-fluoro-4-pyridinyl)methyl]-7-[(3-fluoro-2-pyridinyl)oxy]-4-methyl-chromen-2-one BrC1=NC=CC(=C1F)CC=1C(OC2=CC(=CC=C2C1C)OC1=NC=CC=C1F)=O